2-(3,8-diazabicyclo[3.2.1]octan-8-yl)-N-cyclopentylbenzo[d]thiazole-5-carboxamide Methyl-2-aminobenzo[d]thiazole-5-carboxylate COC(=O)C=1C=CC2=C(N=C(S2)N)C1.C12CNCC(CC1)N2C=2SC1=C(N2)C=C(C=C1)C(=O)NC1CCCC1